2-ethyl-6-methyl-N-(3-(4-(5-(trifluoromethyl)pyrazin-2-yl)phenyl)propyl)thieno[2,3-d]pyrimidin-4-amine C(C)C=1N=C(C2=C(N1)SC(=C2)C)NCCCC2=CC=C(C=C2)C2=NC=C(N=C2)C(F)(F)F